(R)-(+)-N-(1-phenylethyl)O-carbamoylbenzoic acid C1(=CC=CC=C1)[C@@H](C)NC(=O)OC(C1=CC=CC=C1)=O